C(C)(C)(C)OC(=O)N1CCC(=CC1)C1=NC2=C(C(=CN=C2C=C1)C#N)O 4-(7-cyano-8-hydroxy-1,5-naphthyridin-2-yl)-3,6-dihydro-2H-pyridine-1-carboxylic acid tert-butyl ester